tripentaerythritol stearate C(CCCCCCCCCCCCCCCCC)(=O)O.OCC(CO)(COCC(CO)(COCC(CO)(CO)CO)CO)CO